N1=C(C=CC=C1C)C 2,6-Lutidine